1-(5-methylfuran-3-carbonyl)-3-{1-[2-(morpholin-4-yl)acetyl]-4-oxoazetidin-2-yl}-1H-pyrazol-4-carbonitril CC1=CC(=CO1)C(=O)N1N=C(C(=C1)C#N)C1N(C(C1)=O)C(CN1CCOCC1)=O